(2-iodo-1-methyl-1H-imidazol-4-yl)piperidine-1-carboxylic acid tert-butyl ester C(C)(C)(C)OC(=O)N1C(CCCC1)C=1N=C(N(C1)C)I